phenylbutyryl-L-leucyl-N-[(1S)-3-methyl-1-[[(2R)-2-methyl-epoxyethyl]carbonyl]butyl]-L-phenylalaninamide C1(=CC=CC=C1)CCCC(=O)N[C@@H](CC(C)C)C(=O)N[C@@H](CC1=CC=CC=C1)C(=O)N[C@@H](CC(C)C)C(=O)C1[C@H](O1)C